4-chloro-6-(1-methyl-1H-imidazol-5-yl)-N-(3-(2-(trifluoromethyl)pyridin-4-yl)cyclobutyl)pyrimidine-2-carboxamide ClC1=NC(=NC(=C1)C1=CN=CN1C)C(=O)NC1CC(C1)C1=CC(=NC=C1)C(F)(F)F